2,3-dihydroxy-2-methylpropanoic acid OC(C(=O)O)(CO)C